OC1=CC2=C(C=CC=3OC=4C=CC5=C(C4C4(OC(C=C4C)=O)C23)C=C(C=C5)O)C=C1 2,12-dihydroxy-3'-methyl-5'H-spiro[dibenzo[a,j]xanthene-14,2'-furan]-5'-one